1-(5-chloro-2-hydroxymethylphenyl)-3-(2,6-difluoropyridin-4-yl)urea ClC=1C=CC(=C(C1)NC(=O)NC1=CC(=NC(=C1)F)F)CO